6-(3-(4-methoxybenzyl)ureido)-2-azaspiro[3.4]octane-2-carboxylic acid tert-butyl ester C(C)(C)(C)OC(=O)N1CC2(C1)CC(CC2)NC(=O)NCC2=CC=C(C=C2)OC